ClC1=CC(=C(COC=2C=CC=C3C4=C(NC23)CN(CC4)CC4=NC2=C(N4C[C@H]4OCC4)C=C(C=C2)C(=O)O)C=C1)F (S)-2-((8-((4-Chloro-2-fluorobenzyl)oxy)-1,3,4,9-tetrahydro-2H-pyrido[3,4-b]indol-2-yl)methyl)-1-(oxetan-2-ylmethyl)-1H-benzo[d]imidazole-6-carboxylic acid